2-(3-(trifluoromethyl)phenyl)isonicotinic acid methyl ester COC(C1=CC(=NC=C1)C1=CC(=CC=C1)C(F)(F)F)=O